(2S,3S,4S)-5-chloro-6-fluoro-2-(((((cis)-4-hydroxy-4-methylcyclohexyl)amino)methyl)-3-methyl-2-phenyl-2,3-dihydrobenzofuran-4-yl)-3-fluoro-4-((S)-2-hydroxypropoxy)benzamide ClC=1C(=C(C(=C(C(=O)N)C1F)C1=CC=CC2=C1[C@@H](C(O2)(C2=CC=CC=C2)CNC2CCC(CC2)(C)O)C)F)OC[C@H](C)O